5-(((2R,4R)-4-hydroxypyrrolidin-2-yl)methoxy)-2-methyl-N-(1-(naphthalen-1-yl)cyclopropyl)benzamide O[C@@H]1C[C@@H](NC1)COC=1C=CC(=C(C(=O)NC2(CC2)C2=CC=CC3=CC=CC=C23)C1)C